N(=[N+]=[N-])C1(C2=CC=CC=C2C=2C=CC=CC12)C1(C2=CC=CC=C2C=2C=CC=CC12)N=[N+]=[N-] 9,9'-diazido-9H,9'H-9,9'-bifluorene